7-(dimethylamino)-1-methyl-4-(piperidin-4-ylmethyl)-1,4-dihydro-5H-pyrazolo[4,3-d]pyrimidin-5-one CN(C=1C2=C(N(C(N1)=O)CC1CCNCC1)C=NN2C)C